diphenyl-(tridecyl)thiophosphite C1(=CC=CC=C1)[SH-]P([O-])([O-])(CCCCCCCCCCCCC)C1=CC=CC=C1